tert-butyl ((2R,4S,5R)-5-(ethylthio)-2-((S)-1-(4-fluorophenyl)-1,2,3,4-tetrahydroisoquinoline-2-carbonyl)tetrahydro-2H-pyran-4-yl)(tosyl)carbamate C(C)S[C@@H]1[C@H](C[C@@H](OC1)C(=O)N1[C@H](C2=CC=CC=C2CC1)C1=CC=C(C=C1)F)N(C(OC(C)(C)C)=O)S(=O)(=O)C1=CC=C(C)C=C1